vinyl-dimethoxyfluorosilane C(=C)[Si](F)(OC)OC